OC(C)(C)C=1C(=CC2=CN(N=C2C1)CCCO)NC(C1=NC(=CC=C1)C(F)(F)F)=O N-(6-(2-hydroxypropan-2-yl)-2-(3-hydroxypropyl)-2H-indazol-5-yl)-6-(trifluoromethyl)picolinamide